2,4-dichloro-6-methylpyrido[2,3-d]pyrimidine ClC=1N=C(C2=C(N1)N=CC(=C2)C)Cl